2-benzyl-3-oxoisoindoline C(C1=CC=CC=C1)N1CC2=CC=CC=C2C1=O